(3R)-N-[5-(2,6-dichlorophenyl)-1H-indazol-3-yl]piperidine-3-carboxamide hydrochloride Cl.ClC1=C(C(=CC=C1)Cl)C=1C=C2C(=NNC2=CC1)NC(=O)[C@H]1CNCCC1